O=C1NC(CC[C@@H]1C1=CC=C(C=C1)N1CCC(CC1)CCN1CCC(CC1)N(C(=O)C1(CCN(CC1)C1=CN=NC(=C1)C1=C(C=CC=C1)O)C1=CC=C(C=C1)F)C)=O |r| RAC-N-{1-[2-(1-{4-[(3R)-2,6-DIOXOPIPERIDIN-3-YL]PHENYL}PIPERIDIN-4-YL)ETHYL]PIPERIDIN-4-YL}-4-(4-FLUOROPHENYL)-1-[6-(2-HYDROXYPHENYL)PYRIDAZIN-4-YL]-N-METHYLPIPERIDINE-4-CARBOXAMIDE